(1R,2S,5S)-3-[(2S)-3,3-dimethyl-2-[(2-tetrahydrofuran-3-ylacetyl)amino]butanoyl]-6,6-dimethyl-3-azabicyclo[3.1.0]hexane-2-carboxylic acid CC([C@@H](C(=O)N1[C@@H]([C@H]2C([C@H]2C1)(C)C)C(=O)O)NC(CC1COCC1)=O)(C)C